tert-butyl (2R,4R)-2-((3-(5-fluoropyrimidin-2-yl)-4-methylphenyl)carbamoyl)-4-(trifluoromethyl)pyrrolidine-1-carboxylate FC=1C=NC(=NC1)C=1C=C(C=CC1C)NC(=O)[C@@H]1N(C[C@@H](C1)C(F)(F)F)C(=O)OC(C)(C)C